CC(C)N1C=CC(C2=CC=CN=C12)=O 1-(propan-2-yl)-1,4-dihydro-1,8-naphthyridin-4-one